C(OC=1C=C(C=CC1)C1=CC=C(C=C1)NC(=O)C1=C(CCC1)C(=O)O)([2H])([2H])[2H] 2-((3'-(Methoxy-d3)-[1,1'-biphenyl]-4-yl)carbamoyl)cyclopent-1-ene-1-carboxylic acid